1-(4-amino-3-chloropyridin-2-yl)-N-(5-cyano-6-(2H-1,2,3-triazol-2-yl)pyridin-3-yl)-5-(trifluoromethyl)-1H-pyrazole-4-carboxamide NC1=C(C(=NC=C1)N1N=CC(=C1C(F)(F)F)C(=O)NC=1C=NC(=C(C1)C#N)N1N=CC=N1)Cl